ONC(C=CC1=CC=C(C=C1)CN1CCN(CC1)CCC1=CC=CC=C1)=O N-hydroxy-3-(4-((4-phenethylpiperazin-1-yl)methyl)phenyl)acrylamide